COC(C(C(=O)OC)[C@@H](C[N+](=O)[O-])C1=C(C(=CC(=C1F)Cl)C(C)=O)OCC)=O (R)-2-(1-(3-acetyl-5-chloro-2-ethoxy-6-fluorophenyl)-2-nitroethyl)malonic acid dimethyl ester